C(C1=CC=CC=C1)N1N=CC2=CC=C(C=C12)[C@@H]1C[C@@]12C(N(C1=CC=C(C=C21)OC)C)=O (1r,2s)-2-(1-benzylindazol-6-yl)-5'-methoxy-1'-methyl-spiro[cyclopropan-1,3'-indol]-2'-one